9-(4-(1-cyclopropyl-4-(trifluoromethyl)-1H-imidazol-2-yl)benzyl)-2-(2-isopropylpyridin-3-yl)-7-methyl-7,9-dihydro-8H-purin-8-one C1(CC1)N1C(=NC(=C1)C(F)(F)F)C1=CC=C(CN2C3=NC(=NC=C3N(C2=O)C)C=2C(=NC=CC2)C(C)C)C=C1